ClC1=CC=C(COC=2C=CC3=C(O[C@@H](CO3)CNC(=O)C3CCN(CC3)C)C2)C=C1 1-methyl-piperidine-4-carboxylic acid [(R)-7-(4-chloro-benzyloxy)-2,3-dihydro-benzo[1,4]dioxin-2-ylmethyl]-amide